C1(=CC=CC=C1)NC(=O)C1=CC2=C(NC(=N2)C2=CC=C(C=C2)C=2OC(=NN2)C)C=C1 2-[4-(5-Methyl-[1,3,4]oxadiazol-2-yl)-phenyl]-1H-benzoimidazole-5-carboxylic acid phenylamide